[I-].C(C)(C)(C)OC(=O)N1CC(C1)[Zn+] (1-(tert-butoxycarbonyl)azetidin-3-yl)zinc (II) iodide